FC=1C=2N(C=C(C1)NC(=O)C1=CC=C(C3=CN(N=C13)CC1OCC1)N1CCNCC1)C=C(N2)C N-{8-fluoro-2-methylimidazo[1,2-a]pyridin-6-yl}-2-(oxetan-2-ylmethyl)-4-(piperazin-1-yl)indazole-7-carboxamide